2-[5-(2-methoxy-1-methyl-vinyl)-3-pyridyl]acetic acid COC=C(C)C=1C=C(C=NC1)CC(=O)O